2-[2-(3-chloro-2-pyridyl)-5-ethoxy-pyrazol-3-yl]-8-methyl-4-oxo-3,1-benzoxazine-6-carbonitrile ClC=1C(=NC=CC1)N1N=C(C=C1C1=NC2=C(C(O1)=O)C=C(C=C2C)C#N)OCC